ClC=1C2=CN(N=C2C=CC1C1=CN(C2=NC(=CN=C21)N2C1CC(CC2CC1)NC(OC(C)(C)C)=O)COCC[Si](C)(C)C)CC tert-Butyl N-[exo-8-[7-(4-chloro-2-ethyl-2H-indazol-5-yl)-5-{[2-(trimethylsilyl)ethoxy]methyl}-5H-pyrrolo[2,3-b]pyrazin-3-yl]-8-azabicyclo[3.2.1]octan-3-yl]carbamate